2-(4-hydroxyphenyl)-2H-tetrazole-5-carboxylic acid ethyl ester C(C)OC(=O)C=1N=NN(N1)C1=CC=C(C=C1)O